O=C1NC(CCC1NC1=CC=C(C=C1)C1CCN(CC1)C(=O)N(C)C1CCN(CC1)CC1C=CC(=CC1(OC)F)C=1C2=C(C(N(C1)C)=O)NN=C2)=O 4-[4-[(2,6-dioxo-3-piperidinyl)amino]phenyl]-N-[1-[[6-fluoro-6-methoxy-4-(6-methyl-7-oxo-1H-pyrazolo[3,4-c]pyridin-4-yl)phenyl]methyl]-4-piperidinyl]-N-methyl-piperidine-1-carboxamide